CC1(C2CNC(C12)C(=O)O)C 6,6-dimethyl-3-azabicyclo[3.1.0]hexane-2-formic acid